C(#N)C1=C(SC=2CN(CCC21)CC2=C(C=CC(=C2)F)F)NC(CC2=CC=C(C=C2)S(N)(=O)=O)=O N-(3-Cyano-6-(2,5-difluorobenzyl)-4,5,6,7-tetrahydrothieno[2,3-c]pyridin-2-yl)-2-(4-sulfamoylphenyl)acetamid